C(C#C)OCCOCCOCCOCC 2-{2-[2-(2-prop-2-ynyloxyethoxy)ethoxy]Ethoxy}ethane